4-chloro-2-fluorobenzylbromide ClC1=CC(=C(CBr)C=C1)F